ClC1=CC(=C2C(=N1)C(=C(O2)C[C@H](C)NC(OC(C)(C)C)=O)C(NCC#C)=O)NCC=2OC=CC2 tert-butyl N-[(2S)-1-{5-chloro-7-[(furan-2-ylmethyl)amino]-3-[(prop-2-yn-1-yl) carbamoyl]furo[3,2-b]pyridin-2-yl}propan-2-yl]carbamate